octahydro-1H-indene C1CCC2CCCCC12